N-((R)-3-methoxy-1-oxo-1-(((R)-3-phenoxy-1-(4,4,5,5-tetramethyl-1,3,2-dioxaborolan-2-yl)propyl)amino)propan-2-yl)-6-methyl-nicotinamide Benzyl-(4-bromo-2-fluorophenethyl)carbamate C(C1=CC=CC=C1)N(C(O)=O)CCC1=C(C=C(C=C1)Br)F.COC[C@H](C(N[C@@H](CCOC1=CC=CC=C1)B1OC(C(O1)(C)C)(C)C)=O)NC(C1=CN=C(C=C1)C)=O